ClC1=NC2=C(C3=CC=CC=C13)N(C1=CC=C(C=C12)OC)CCCN1C=NC(=C1)C 5-chloro-8-methoxy-11-(3-(4-methyl-1H-imidazol-1-yl)propyl)-11H-indolo[3,2-c]isoquinoline